FC1=C(C#N)C=C(C=C1)CN1NC(C(C2=C1C=CC=C2)=O)C(C2=CC=CC=C2)=O 2-fluoro-5-[(3-benzoyl-4-oxo-3,4-dihydrobenzopyridazin-1-yl)methyl]benzonitrile